(R)-(4-(benzo[d]oxazol-2-yl)-4,6-dihydropyrrolo[3,4-d]imidazol-5(1H)-yl)(pyrazolo[1,5-a]pyridin-3-yl)methanone O1C(=NC2=C1C=CC=C2)[C@@H]2N(CC=1NC=NC12)C(=O)C=1C=NN2C1C=CC=C2